C1=CC(=CC=C1NC(=O)CCl)Cl 2-chloro-N-(4-chlorophenyl)acetamide